NCC1N(CCN(C1)CC1=CC=CC=C1)C(=O)OC(C)(C)C tert-butyl 2-(aminomethyl)-4-benzylpiperazine-1-carboxylate